CC1=NC(=CC=N1)OCC(F)(F)F 2-methyl-6-(2,2,2-trifluoroethoxy)pyrimidine